C(N)(O[C@@H]1C(N(C[C@H](C1)O)C=1C2=C(N=C(N1)OC[C@]13CCCN3C[C@@H](C1)F)C(=C(N=C2)Cl)F)C(C)(C)C)=O tert-butyl-((3s,5s)-1-(7-chloro-8-fluoro-2-(((2r,7as)-2-fluorohexahydro-1H-pyrrolizin-7a-yl) methoxy) pyrido[4,3-d]pyrimidin-4-yl)-5-hydroxypiperidin-3-yl) carbamate